NC1=CC=C(OC2=CC=C(C=C2)C(C)(C)C2=CC(=C(C(=C2)C)OC2=CC=C(C=C2)N)C)C=C1 2-[4-(4-aminophenoxy)phenyl]-2-[4-(4-aminophenoxy)-3,5-dimethylphenyl]propane